N,N-diethylglucamine C(C)N(C[C@H](O)[C@@H](O)[C@H](O)[C@H](O)CO)CC